C(C=C)(=O)OCCCCCCOC=O 6-(FORMYLOXY)HEXYL ACRYLATE